1,2-Epoxyoctan C1C(CCCCCC)O1